N-[(3R,4S)-1-(2,2-difluorocyclopropanecarbonyl)-4-fluoropyrrolidin-3-yl]-5-fluorobenzamide FC1(C(C1)C(=O)N1C[C@H]([C@H](C1)F)NC(C1=CC=CC(=C1)F)=O)F